NC=1C=C(C(=O)NC2=C(C=C(C=C2SC)C(C(F)(F)F)(C(F)(F)F)F)Br)C=CC1F 3-amino-N-[2-bromo-4-(perfluoroisopropyl)-6-methylthiophenyl]-4-fluorobenzamide